4-[1-(Benzenesulfonyl)pyrrolo[2,3-b]pyridin-4-yl]-3-methoxy-aniline C1(=CC=CC=C1)S(=O)(=O)N1C=CC=2C1=NC=CC2C2=C(C=C(N)C=C2)OC